O-propargylcytidine C(C#C)O[C@H]1[C@@H](O[C@@H]([C@H]1O)CO)N1C(=O)N=C(N)C=C1